2-((phenylsulfonyl)methyl)acrylonitrile C1(=CC=CC=C1)S(=O)(=O)CC(C#N)=C